FC(S(=O)(=O)C=1SC2=C(N1)C=CC=C2)F 2-((difluoromethyl)sulfonyl)benzo[d]thiazole